FC1=C(C=C(C=C1)CN1CCC(CC1)NC(=O)C1=CN=C2N1N=CC=C2)O N-{1-[(4-fluoro-3-hydroxyphenyl)methyl]piperidin-4-yl}imidazo[1,2-b]pyridazine-3-carboxamide